ClC1=NN2C(N3C(N4C2=NC(=N4)Cl)=NC(=N3)Cl)=N1 2,6,10-trichloro-tris[1,2,4]triazolo[1,5-a:1',5'-c:1'',5''-e][1,3,5]triazine